N-methyl-2,6-diacetylethylpyridine-4-carboxamide CNC(=O)C1=CC(=NC(=C1)C(C)=O)CCC(C)=O